C(C(C)C)C=1N(C2=C(C=NC(=C2)C2=NOC=N2)N1)[C@H]1C[C@H](CCC1)NC(OC(C)(C)C)=O tert-butyl ((1S,3R)-3-(2-isobutyl-6-(1,2,4-oxadiazol-3-yl)-1H-imidazo[4,5-c]pyridin-1-yl)cyclohexyl)carbamate